FC1=CC(=CC2=CN(N=C12)C)C1=CC=C2C=C(C=NC2=N1)N1C[C@@H](N(CC1)C(=O)OC(C)(C)C)C tert-butyl (2S)-4-[7-(7-fluoro-2-methylindazol-5-yl)-1,8-naphthyridin-3-yl]-2-methylpiperazine-1-carboxylate